C(C1=CC=CC=C1)N1CCC(CC1)CC(=O)N1CCC(CC1)OS(=O)(=O)C 1-(1-benzyl-4-piperidinylacetyl)-4-methanesulfonyloxy-piperidine